3-[2-(dimethylamino)ethyl]-4-hydroxyindole-7-carbonitrile CN(CCC1=CNC2=C(C=CC(=C12)O)C#N)C